O1C2=C(N(CC1)NC(=O)C=1C(=C3C(=NC1)N(N=N3)C3=C(C(=CC(=C3)F)F)F)C(C)C)C=CC=C2 N-(2,3-dihydro-4H-benzo[b][1,4]oxazin-4-yl)-7-isopropyl-3-(2,3,5-trifluorophenyl)-3H-[1,2,3]triazolo[4,5-b]pyridine-6-carboxamide